N-(2'-(4-(hydroxymethyl)piperidin-1-yl)-[4,4'-bipyridin]-2-yl)-4-methoxybenzamide OCC1CCN(CC1)C1=NC=CC(=C1)C1=CC(=NC=C1)NC(C1=CC=C(C=C1)OC)=O